(S)-N-(1-(1-methoxy-3-p-tolylpropan-2-yl)-5-methyl-3-(4-methylbenzyl)-1H-benzo[d]imidazol-2(3H)-ylidene)methanamine COC[C@H](CC1=CC=C(C=C1)C)N1C(N(C2=C1C=CC(=C2)C)CC2=CC=C(C=C2)C)=NC